BrC1=CC=C(C=C1)S[P@@]1(OCCS1)=S (S)-2-((4-bromophenyl)thio)-1,3,2-oxathiaphospholane 2-sulfide